BrC=1C=NN(C1)C1=CC=NC=C1 4-(4-bromo-1H-pyrazol-1-yl)pyridine